FCCSC1=NN=C(S1)NC(C1=C(C=CC=C1)C(F)(F)F)=O N-(5-((2-fluoroethyl)thio)-1,3,4-thiadiazol-2-yl)-2-(trifluoromethyl)benzamide